N-(1-(fluoromethyl)cyclobutyl)-2-(1H-imidazol-5-yl)thiazole-4-carboxamide FCC1(CCC1)NC(=O)C=1N=C(SC1)C1=CN=CN1